7-Bromo-4-[2-(4-chlorophenyl)-2,6-diazaspiro[3.4]oct-6-yl]-1-methyl-2-oxo-1,2-dihydroquinoline-3-carbonitrile BrC1=CC=C2C(=C(C(N(C2=C1)C)=O)C#N)N1CC2(CN(C2)C2=CC=C(C=C2)Cl)CC1